2-(4-chlorophenyl)-N-[[1-(2,6-dioxo-3-piperidyl)-2-oxo-benzo[cJ]indol-5-yl]methyl]-2,2-difluoro-acetamide ClC1=CC=C(C=C1)C(C(=O)NCC=1C=CC=2C(N(C3=CC=CC1C23)C2C(NC(CC2)=O)=O)=O)(F)F